2,4,6-tris(4-formylphenyl)-1,3,5-triazine C(=O)C1=CC=C(C=C1)C1=NC(=NC(=N1)C1=CC=C(C=C1)C=O)C1=CC=C(C=C1)C=O